CC(CC1CCC(CC1)N)(C)NC[C@H](O)C=1C=NC=C(C1)F (R)-2-{1,1-dimethyl-2-[(1r,4R)-4-aminocyclohexyl]ethylamino}-1-(5-fluoro-3-pyridyl)-1-ethanol